4-(3-(10-(3',4',5'-triphenyl-[1,1':2',1''-terphenyl]-3-yl)anthracen-9-yl)phenyl)pyridine C1(=CC=CC=C1)C1=C(C(=CC(=C1C1=CC=CC=C1)C1=CC=CC=C1)C1=CC(=CC=C1)C1=C2C=CC=CC2=C(C2=CC=CC=C12)C=1C=C(C=CC1)C1=CC=NC=C1)C1=CC=CC=C1